COC([C@H](CC\C=C\C1=CC=C(C=C1)OCC)N1CCN(CCN(CCN(CC1)CC(OC(C)(C)C)=O)CC(OC(C)(C)C)=O)CC(=O)OC(C)(C)C)=O (2S,5E)-6-(4-ethoxyphenyl)-2-[4,7,10-tris(2-t-butoxy-2-oxoethyl)-1,4,7,10-tetraazacyclododecane-1-yl]hex-5-enoic acid methyl ester